2-(4-(2-chloro-4-methoxybenzyl)-2-(2-isopropylphenyl)piperazin-1-yl)-7-azaspiro[3.5]nonane ClC1=C(CN2CC(N(CC2)C2CC3(C2)CCNCC3)C3=C(C=CC=C3)C(C)C)C=CC(=C1)OC